2-chloro-N-(1-methyl-1H-indol-6-yl)acetamide ClCC(=O)NC1=CC=C2C=CN(C2=C1)C